ClCCCC(C(=O)OCC(C)C)(C)C isobutyl 5-chloro-2,2-dimethylpentanoate